ClC=1C=CC(=NC1)CN1C(=NC2=C1C=C(C=C2)F)N2C[C@H]([C@@H](CC2)F)N (3r,4r)-1-(1-((5-chloro-2-pyridinyl)methyl)-6-fluoro-1H-benzoimidazol-2-yl)-4-fluoro-3-piperidinamine